FC1=C(C(=CC(=C1F)F)F)[B-](C1=C(C(=C(C=C1F)F)F)F)(C1=C(C(=C(C=C1F)F)F)F)C1=C(C(=C(C=C1F)F)F)F.C[NH+](C1=CC=CC=C1)C N,N-dimethylanilinium tetrakis-(2,3,4,6-tetrafluorophenyl)borate